[Sn].[In].[Ga].CN(C)C1=CC=C(C=C1)P(C(C)(C)C)C(C)(C)C [4-(N,N-dimethylamino)phenyl]Di-tert-butylphosphine gallium-indium-tin